C1(=CC=CC=C1)N(C1=CC=C(C=C1)C1=CC=C(C=C1)N(C1=CC(=CC=C1)C)C1=CC=CC=C1)C1=CC(=CC=C1)C N,N'-diphenyl-N,N'-di(3-methylphenyl)-1,1'-biphenyl-4,4'-Diamine